C(C=C)(=O)N1CC(C1)OC=1C=C2C(=NC=NC2=CC1OC)NC=1C=C(C=CC1OC)C1=CC(=CC=C1)NC(=O)C1CC1 N-(3'-((6-((1-acryloylazetidin-3-yl)oxy)-7-methoxy-quinazolin-4-yl)amino)-4'-methoxy-[1,1'-biphenyl]-3-yl)cyclopropan-carboxamide